FC(C1=C(C=CC(=N1)C1=C(C(=NC=C1)C)F)OC[C@](CC(C)C)(N)C)F (S)-1-((6-(difluoromethyl)-3'-fluoro-2'-methyl-[2,4'-bipyridin]-5-yl)oxy)-2,4-dimethylpentan-2-amine